ClC1=NC=C(C(=N1)NC1=NC(=CC=C1)OC(F)F)I 2-chloro-N-(6-(difluoromethoxy)pyridin-2-yl)-5-iodopyrimidine-4-amine